adipic acid pentanediamine salt C(CCCC)(N)N.C(CCCCC(=O)O)(=O)O